C(C1=CC=CC=C1)OC(=O)N[C@H](C(=O)N[C@H](/C=C/C(=O)OCC)CC1=CC=CC=C1)CC1=CC=CC=C1 ethyl (S,E)-4-((S)-2-(((benzyloxy)carbonyl)amino)-3-phenylpropanamido)-5-phenylpent-2-enoate